3,4,4,4-tetrafluoro-3-(trifluoromethyl)-1-butene FC(C=C)(C(F)(F)F)C(F)(F)F